4-cyano-N-(5-(3-cyanophenyl)pyridazin-3-yl)morpholine-2-carboxamide C(#N)N1CC(OCC1)C(=O)NC=1N=NC=C(C1)C1=CC(=CC=C1)C#N